1-bromo-8-chloro-N-(3-cyanooxetane-3-yl)-3-(5-(difluoromethyl)-1,3,4-thiadiazol-2-yl)imidazo[1,5-a]pyridine-6-sulfonamide BrC=1N=C(N2C1C(=CC(=C2)S(=O)(=O)NC2(COC2)C#N)Cl)C=2SC(=NN2)C(F)F